O1CCN(CC1)CCO[Zn] (2-morpholinoethoxy)zinc